[Na].C1(=CC=CC=C1)OC anisole sodium